3-(5-(6-amino-4-methoxypyridin-2-yl)-1-oxoisoindolin-2-yl)piperidine-2,6-dione NC1=CC(=CC(=N1)C=1C=C2CN(C(C2=CC1)=O)C1C(NC(CC1)=O)=O)OC